N1(CCOCC1)C1=NC=CC=C1C(=O)NC=1SC(=NN1)OCC1CCOCC1 2-(morpholin-4-yl)-N-(5-((oxan-4-yl)methoxy)-1,3,4-thiadiazol-2-yl)pyridine-3-carboxamide